(3-([1,1'-biphenyl]-2-yl)-1-(tetrahydro-2H-pyran-2-yl)-1H-indazol-5-yl)((R)-3-(dimethylamino)pyrrolidin-1-yl)methanone C1(=C(C=CC=C1)C1=NN(C2=CC=C(C=C12)C(=O)N1C[C@@H](CC1)N(C)C)C1OCCCC1)C1=CC=CC=C1